5-amino-N-(cyclopropylmethyl)-N-(2,6-difluorobenzyl)-6,8-dihydro-1H-furo[3,4-d]pyrrolo[3,2-b]pyridine-2-carboxamide NC1=C2C(=C3C(=N1)C=C(N3)C(=O)N(CC3=C(C=CC=C3F)F)CC3CC3)COC2